phenylpropionyl-L-cysteine C1(=CC=CC=C1)CCC(=O)N[C@@H](CS)C(=O)O